NCC(=O)O.NCCNCCNCCN triethylenetetramine glycinate